tert-Butyl 5-bromo-3,4-dihydroisoquinoline-2(1H)-carboxylate BrC1=C2CCN(CC2=CC=C1)C(=O)OC(C)(C)C